2-(trimethylsilyl)ethyl 4-acetoxy-3-(2-(tert-butoxy)-2-oxoethyl)benzoate C(C)(=O)OC1=C(C=C(C(=O)OCC[Si](C)(C)C)C=C1)CC(=O)OC(C)(C)C